C(C1=CC=CC=C1)N1C(=CC=C1C)C 1-Benzyl-2,5-dimethyl-1H-pyrrol